COC(=O)C=1C=CC=C2C=CN(C12)CCOC 1-(2-methoxyethyl)-1H-indole-7-carboxylic acid methyl ester